N-((7-(5-(difluoromethyl)-1,3,4-oxadiazol-2-yl)imidazo[1,2-a]pyridin-2-yl)methyl)-N-(3-fluorophenyl)-1-(tetrahydro-2H-pyran-4-yl)azetidine-3-carboxamide FC(C1=NN=C(O1)C1=CC=2N(C=C1)C=C(N2)CN(C(=O)C2CN(C2)C2CCOCC2)C2=CC(=CC=C2)F)F